2-[2-[3-(4-Bromophenyl)prop-2-enoyl]phenoxy]-4-[4-(4-chlorophenyl)phenyl]butanoic acid BrC1=CC=C(C=C1)C=CC(=O)C1=C(OC(C(=O)O)CCC2=CC=C(C=C2)C2=CC=C(C=C2)Cl)C=CC=C1